BrC=1C=C2CN(C(C2=C(C1)F)=O)[C@@H](C)C1CC1 (S)-5-bromo-2-(1-cyclopropylethyl)-7-fluoroisoindolin-1-one